(-)-N-{4-[6-chloro-3-(pyridin-2-yl)-1H-pyrrolo[3,2-b]pyridin-2-yl]pyridin-2-yl}-4,4-difluoro-2-(4-fluorophenyl)butanamide ClC=1C=C2C(=NC1)C(=C(N2)C2=CC(=NC=C2)NC(C(CC(F)F)C2=CC=C(C=C2)F)=O)C2=NC=CC=C2